N-Ethyl-3-methoxy-2-nitroaniline C(C)NC1=C(C(=CC=C1)OC)[N+](=O)[O-]